CC1=NC(=CC(=N1)NC1=NN2C(C=C(C=C2)C2=CC(=NC=C2OC[C@@H]2NS(NC2)(=O)=O)C)=C1)C |r| (RS)-N-(2,6-dimethylpyrimidin-4-yl)-5-[5-[(1,1-dioxo-1,2,5-thiadiazolidin-3-yl)methoxy]-2-methyl-4-pyridyl]pyrazolo[1,5-a]pyridin-2-amine